6-(2-chloro-6-fluoro-4-(7-methoxy-2-methyl-2H-indazol-4-yl)benzyl)-6,7-dihydro-5H-pyrrolo[3,4-b]pyridin-5-one-7,7-d2 ClC1=C(CN2C(C3=NC=CC=C3C2=O)([2H])[2H])C(=CC(=C1)C=1C2=CN(N=C2C(=CC1)OC)C)F